CC1=CC=C(C=C1)S(=O)(=O)OCCC1=CC=C(C=C1)OC=1C2=C(S(C1C1=C(C=CC=C1)C)=O)C=C(C=C2)OC 4-((6-methoxy-1-oxido-2-(o-tolyl)benzo[b]thiophen-3-yl)oxy)phenethyl 4-methylbenzenesulfonate